5-{2-amino-[1,2,4]triazolo-[1,5-a]pyridin-7-yl}-N-{[2-fluoro-5-(trifluoromethoxy)-phenyl]methyl}-2-methoxy-6-methylpyridine-3-carboxamide NC1=NN2C(C=C(C=C2)C=2C=C(C(=NC2C)OC)C(=O)NCC2=C(C=CC(=C2)OC(F)(F)F)F)=N1